(S)-N1-(1-(2-(3,5,7-trimethyl-1-adamantylamino)-2-oxoethyl)-2-oxo-1,2-dihydropyridin-3-yl)-N6-methyl-2-(1-methyl-1H-imidazole-5-carboxamido)-5-oxohexanediamide CC12CC3(CC(CC(C1)(C3)C)(C2)C)NC(CN2C(C(=CC=C2)NC([C@H](CCC(C(=O)NC)=O)NC(=O)C2=CN=CN2C)=O)=O)=O